(4-bromophenyl) 2-phenylpropanethioate C1(=CC=CC=C1)C(C(OC1=CC=C(C=C1)Br)=S)C